methyl α-(ethoxycarbonyl)oxyisobutyrate C(C)OC(=O)OC(C(=O)OC)(C)C